(2S,7aR)-7a-(hydroxymethyl)-6-methylenehexahydro-1H-pyrrolizin OC[C@]12CC(CN2CCC1)=C